(2-(3,8-diazabicyclo[3.2.1]octan-8-yl)-6,7-dihydrothiazolo[5,4-c]pyridin-5(4H)-yl)(2-(methoxymethyl)phenyl)methanone C12CNCC(CC1)N2C=2SC=1CN(CCC1N2)C(=O)C2=C(C=CC=C2)COC